(S)-2-amino-4-(hydroxy(methyl)phosphoryl)butanoic acid N[C@H](C(=O)O)CCP(=O)(C)O